4-({2-[(2-ethyl-1H-benzo[d]imidazol-6-yl)amino]quinazolin-8-yl}oxy)cyclohexanol C(C)C1=NC2=C(N1)C=C(C=C2)NC2=NC1=C(C=CC=C1C=N2)OC2CCC(CC2)O